(S)-2-(2-((3'-(1-aminoethyl)-5-(4-oxa-7-azaspiro[2.5]octan-7-yl)-[1,1'-biphenyl]-3-yl)methoxy)phenyl)acetic acid N[C@@H](C)C=1C=C(C=CC1)C1=CC(=CC(=C1)N1CCOC2(CC2)C1)COC1=C(C=CC=C1)CC(=O)O